Pyridinyl Disulfide N1=C(C=CC=C1)SSC1=NC=CC=C1